Octadecanedioic acid monotert-butyl ester C(C)(C)(C)OC(CCCCCCCCCCCCCCCCC(=O)O)=O